2-(1-bromoethyl)-5-chloro-3-phenylquinazolin-4(3H)-one BrC(C)C1=NC2=CC=CC(=C2C(N1C1=CC=CC=C1)=O)Cl